CC1([NH+](C(C2=CC=CC=C12)=O)[O-])C 3,3-dimethyl-isoindolin-1-one-N-oxide